O=C1N(C(CC1)=O)C1=NC(=CC=C1C(=O)[O-])OC1=CC(=CC=C1)OCCNC(C)=O (2,5-dioxopyrrolidin-1-yl)-6-[3-(2-acetamidoethoxy)phenoxy]pyridine-3-carboxylate